FC1CN(CCC1NC1=CC=CC2=C1SC(=C2CC(F)(F)F)C#CCNC2=C(C=C(C=C2)P(C)(C)=O)OC)C2CCOCC2 (Z)-(4-((3-(7-((3-fluoro-1-(tetrahydro-2H-pyran-4-yl)piperidin-4-yl)amino)-3-(2,2,2-trifluoroethyl)benzo[b]thiophen-2-yl)prop-2-yn-1-yl)amino)-3-methoxyphenyl)dimethylphosphine oxide